CC(=C)CC 2-Methyl-1-butene